C[C@@H]1CN(C[C@@H](O1)C)C2=NC3=C(C=CC(=N3)C4=CC(=C(C=C4)OC)CO)C(=N2)N5CCOCC5 The molecule is a member of the class of pyridopyrimidines that is an mTOR inhibitor and shows anti-tumour properties. It has a role as a mTOR inhibitor and an antineoplastic agent. It is a member of morpholines, a pyridopyrimidine, a monomethoxybenzene, a tertiary amino compound and a member of benzyl alcohols.